2-Amino-4-(3-methoxyphenyl)butanoic acid NC(C(=O)O)CCC1=CC(=CC=C1)OC